(3S)-4-{4-[(4-cyclohexylphenyl)amino]-7-oxo-6-(propan-2-yl)-6,7-dihydro-5H-pyrrolo[3,4-d]pyrimidin-2-yl}morpholine-3-carboxylic acid C1(CCCCC1)C1=CC=C(C=C1)NC=1C2=C(N=C(N1)N1[C@@H](COCC1)C(=O)O)C(N(C2)C(C)C)=O